BrC=1C=C(C=NC1)C(C(=O)NC=1SC(=CN1)C#N)C 2-(5-bromopyridin-3-yl)-N-(5-cyanothiazol-2-yl)propanamide